ethyl (2E)-3-[1-(2-methoxy-2-oxoethyl)-6-oxo-1,6-dihydropyridin-2-yl]prop-2-enoate COC(CN1C(=CC=CC1=O)/C=C/C(=O)OCC)=O